N1C=NC2=C1C=C(C=C2)CN2C(C(=CC(=C2)C2=NC(=NC(=C2)C)S(=O)(=O)CCC(C2=CC=CC=C2)CC2=C(C=CC=C2)F)F)=O 1-((1H-benzo[d]imidazol-6-yl)methyl)-3-fluoro-5-(2-(3-(2-fluorobenzyl)-3-phenylpropylsulfonyl)-6-methylpyrimidin-4-yl)pyridin-2(1H)-one